OCC1=C(N=NN1C)C1=CC=C(C(=N1)C)OC1CC2CCC(C2C1)C(=O)O 5-((6-(5-(Hydroxymethyl)-1-methyl-1H-1,2,3-triazol-4-yl)-2-methylpyridin-3-yl)oxy)octahydropentalene-1-carboxylic acid